C(CCCC)C(C(=O)OCN1C(C=CC2=CC=C(C=C12)CCN1CCN(CC1)C1=CC(=CC=2SC=CC21)F)=O)CCCCC (7-(2-(4-(6-Fluorobenzo[b]thiophen-4-yl)piperazin-1-yl)ethyl)-2-oxo quinolin-1(2H)-yl)methyl 2-pentylheptanoate